O=C1NC2=C(SC=3N=CC=C(N1)C32)C(=O)N 4-oxo-4,5-dihydro-3H-1-thia-3,5,8-triazaacenaphthylene-2-carboxamide